1-(Bromomethyl)-4-(methylsulfonyl)benzene BrCC1=CC=C(C=C1)S(=O)(=O)C